tert-butyl (2S)-2-methyl-4-{6-[(2-methylpyridin-4-yl)amino]-5-nitropyridin-2-yl}piperazine-1-carboxylate C[C@@H]1N(CCN(C1)C1=NC(=C(C=C1)[N+](=O)[O-])NC1=CC(=NC=C1)C)C(=O)OC(C)(C)C